1,2-di-oleoyl-3-palmitoyl-rac-glycerol C(CCCCCCC\C=C/CCCCCCCC)(=O)OC[C@H](OC(CCCCCCC\C=C/CCCCCCCC)=O)COC(CCCCCCCCCCCCCCC)=O |r|